N'-(9-((2R,3R,4S,5R)-3,4-dihydroxy-5-(hydroxymethyl)tetrahydrofuran-2-yl)-6-oxo-6,9-dihydro-1H-purin-2-yl)-N,N-dimethylformamidine O[C@H]1[C@@H](O[C@@H]([C@H]1O)CO)N1C=2N=C(NC(C2N=C1)=O)N=CN(C)C